4-bromo-N-(3-chloro-5-methanesulfonylphenyl)thiophene-2-carboxamide BrC=1C=C(SC1)C(=O)NC1=CC(=CC(=C1)S(=O)(=O)C)Cl